C[C@@H]1N(C2=CC=CC=C2[C@@H](C1)NC1CCC(CC1)C(=O)N1CC(C1)NC(OC(C)(C)C)=O)C(CC)=O tert-Butyl (1-((1R,4r)-4-(((2S,4R)-2-methyl-1-propionyl-1,2,3,4-tetrahydroquinolin-4-yl)amino)cyclohexane-1-carbonyl)azetidin-3-yl)carbamate